LeuCyl-pentyl-1-propylpyrrolidinium triflate [O-]S(=O)(=O)C(F)(F)F.N[C@@H](CC(C)C)C(=O)C1[N+](CCC1)(CCC)CCCCC